C(C)(=O)C1=C(C=CC(=C1)I)NC(C1=NC=CC=C1)=O N-(2-acetyl-4-iodophenyl)picolinamide